2-(3-pyridinyl)-5-amino-4-hydroxy-3(2H)-furanone N1=CC(=CC=C1)C1OC(=C(C1=O)O)N